4-(8-oxo-6-thioxo-5-(2-methylphenyl)-5,7-diazaspiro[3.4]oct-7-yl)-2-trifluoromethyl-benzonitrile O=C1N(C(N(C12CCC2)C2=C(C=CC=C2)C)=S)C2=CC(=C(C#N)C=C2)C(F)(F)F